C1(CC1)N1CCN(CC1)C1CCN(CC1)C1=CC(=C(C=C1[N+](=O)[O-])NC1=NC=NC(=C1)N1OCC[C@@H]1C1=CC=CC=C1)OC (R)-N-(4-(4-(4-cyclopropylpiperazin-1-yl)piperidin-1-yl)-2-methoxy-5-nitrophenyl)-6-(3-phenylisoxazolidin-2-yl)pyrimidin-4-amine